4-aminomethyl-2-(4-methylphenyl)thiazol NCC=1N=C(SC1)C1=CC=C(C=C1)C